N-(2-hydroxyethyl)-4-(2-((tetrahydro-2H-pyran-3-yl)methyl)-2H-tetrazol-5-yl)benzenesulfonamide OCCNS(=O)(=O)C1=CC=C(C=C1)C=1N=NN(N1)CC1COCCC1